1,2,4-tricarboxyl-3-carboxymethyl-cyclopentane C(=O)(O)C1C(C(C(C1)C(=O)O)CC(=O)O)C(=O)O